FC1=C(C=CC(=C1)OC)/C=C/C(=O)NN1C(=C(C(C=C1)=C=O)O)C (trans)-3-(2-fluoro-4-methoxyphenyl)-N-(3-hydroxy-2-methyl-4-carbonylpyridine-1(4H)-yl)acrylamide